FC(C=1C=C(OC2(CC2)C(=O)OC)C=CC1)(F)F methyl 1-(3-(trifluoromethyl)phenoxy)cyclopropane-1-carboxylate